(R)-6-((5-chloro-2-(4-(2-hydroxyethyl)-1H-pyrazol-1-yl)pyridin-4-yl)amino)-4-((1-cyclopropylethyl)amino)-1-methylquinolin-2(1H)-one ClC=1C(=CC(=NC1)N1N=CC(=C1)CCO)NC=1C=C2C(=CC(N(C2=CC1)C)=O)N[C@H](C)C1CC1